CCCCCCCCCCCCC(=O)O[C@H](COC(=O)CCC/C=C\C/C=C\C/C=C\C/C=C\C/C=C\CC)COP(=O)(O)OC[C@@H](C(=O)O)N 1-(5Z,8Z,11Z,14Z,17Z-eicosapentaenoyl)-2-tridecanoyl-glycero-3-phosphoserine